methyl 2-(4-(5-chloro-6-(4-(3-methyloxetan-3-yl)piperazin-1-yl)-1H-indazol-1-yl)-1H-pyrazol-1-yl)cyclopropane-1-carboxylate ClC=1C=C2C=NN(C2=CC1N1CCN(CC1)C1(COC1)C)C=1C=NN(C1)C1C(C1)C(=O)OC